CN(C1=CC=C(C=C1)C1=CC=C(C=C1)CN(C(=O)C1CCCCC1)C1=CC(=CC=C1)C1=CC(=NS1)OC)C N-((4'-(Dimethylamino)-[1,1'-biphenyl]-4-yl)methyl)-N-(3-(3-methoxyisothiazol-5-yl)phenyl)cyclohexanecarboxamide